C(C)(C)(C)OC(=O)C=1C=CC2=C(N(C=N2)CC=2OC=CN2)C1 1-(oxazol-2-ylmethyl)-1H-benzo[d]imidazole-6-carboxylic acid tert-butyl ester